BrC=1C=C(C=CC1F)NC(=NO)C1=NON=C1NCCCS(NC1CC1)(=O)=O N-(3-bromo-4-fluorophenyl)-N'-hydroxyl-4-((3-(N-cyclopropylsulfamoyl)propyl)amino)-1,2,5-oxadiazol-3-formamidine